CC=1N(C(=CN1)[N+](=O)[O-])CC=O 2-(2-methyl-5-nitro-1H-imidazol-1-yl)acetaldehyde